COCCOCCOCCOCC(C)O 2,5,8,11-tetraoxatetradecan-13-ol